tricosan-1-yl eicosanoate C(CCCCCCCCCCCCCCCCCCC)(=O)OCCCCCCCCCCCCCCCCCCCCCCC